FC=1C=C(C=CC1F)C1(CC1)C(=O)NC=1C=CC(=C(C(=O)O)C1)C=1C=NC(=CC1)C(CC)(F)F 5-({[1-(3,4-Difluorophenyl)cyclopropyl]carbonyl}amino)-2-[6-(1,1-difluoropropyl)pyridin-3-yl]benzoic acid